N=1N(N=C2C1C=CC=C2)C=2C=C(C=C(C2O)C(C)(C)C)CCC(=O)O β-[3-(2H-benzotriazole-2-yl)-4-hydroxy-5-tertbutylphenyl]-propionic acid